CC1=NC(=CC=C1S(=O)(=O)N1CC2(C1)CN(C2)C[C@@H]2COCC2)C(F)(F)F (R)-2-((2-methyl-6-(trifluoromethyl)pyridin-3-yl)sulfonyl)-6-((tetrahydrofuran-3-yl)methyl)-2,6-diazaspiro[3.3]heptane